(1-benzyl-1,2,3,4-tetrahydro-1,5-naphthyridin-3-yl)methanol C(C1=CC=CC=C1)N1CC(CC2=NC=CC=C12)CO